FC1=C(CO)C=CC=C1OC(F)(F)F 2-fluoro-3-(trifluoromethoxy)benzyl alcohol